CONC(=O)C=1NC2=C(N1)C=CC=C2 2-(methoxycarbamoyl)benzimidazole